ClC1=C(N=C(NC1=O)C1=CC(=NC=C1)F)N1[C@@H](CNCC1)C#N (2S)-1-[5-chloro-2-(2-fluoro-4-pyridinyl)-6-oxo-1H-pyrimidin-4-yl]piperazine-2-carbonitrile